methyl (2R,4S)-4-hydroxy-1-(3-nitropyridin-2-yl)pyrrolidine-2-carboxylate O[C@H]1C[C@@H](N(C1)C1=NC=CC=C1[N+](=O)[O-])C(=O)OC